C(CCCCCCCCCCCCCCC)C(C(=O)O)CCCCCC.C(CCCCCCCCCCCCCCCCC)(=O)OCCCCCCCCCCCCCCCCCC octadecyl stearate (cetyl octanoate)